isopropyl 3-hydroxy-3-methylbutyrate OC(CC(=O)OC(C)C)(C)C